1-(4-bromobenzyl)-5-cyano-1H-benzo[d]imidazole-2-carboxylic acid BrC1=CC=C(CN2C(=NC3=C2C=CC(=C3)C#N)C(=O)O)C=C1